edetic acid manganese [Mn].C(N(CC(=O)O)CC(=O)O)CN(CC(=O)O)CC(=O)O